hexafluorobenzotriazol-1-yl-oxy-tripyrrolyl-phosphorus FC1(C(C(N(C1)F)([P](C=1NC=CC1)(C=1NC=CC1)ON1N=NC2=C1C=CC=C2)F)(F)F)F